FC1(OC(C(OC1F)(F)F)F)F 2,2,3,5,5,6-hexafluoro-1,4-dioxane